6-chloro-11H-dibenzo[b,e]azepine ClC=1C2=C(CC3=C(N1)C=CC=C3)C=CC=C2